Rac-3-chloro-4-(1-((cis)-2-((2-(2,6-dioxopiperidin-3-yl)-1-oxoisoindolin-5-yl)oxy)cyclohexyl)azetidin-3-yl)benzonitrile ClC=1C=C(C#N)C=CC1C1CN(C1)[C@H]1[C@H](CCCC1)OC=1C=C2CN(C(C2=CC1)=O)[C@H]1C(NC(CC1)=O)=O |&1:30|